(S)-(4-(3-(6-(4-fluorophenyl)-1H-indole-2-carboxamido)pyrrolidin-1-yl)cyclohexyl)carbamic acid benzyl ester C(C1=CC=CC=C1)OC(NC1CCC(CC1)N1C[C@H](CC1)NC(=O)C=1NC2=CC(=CC=C2C1)C1=CC=C(C=C1)F)=O